mono-propylamine C(CC)N